C(C)N1C=CC2=CC(=CC=C12)C1CCCN2C1=NS(CC2)(=O)=O 9-(1-ethyl-1H-indol-5-yl)-3,4,6,7,8,9-hexahydropyrido[2,1-c][1,2,4]thiadiazine 2,2-dioxide